C(#N)C1CC(C1)CC1=CC(=C(N1C1=CC=C(C#N)C=C1)C)C(CN1C2[C@@H](CC1CC2)O)=O (±)-4-(5-(((1r,3R)-3-Cyanocyclobutyl)methyl)-3-(2-((2R)-2-hydroxy-7-azabicyclo[2.2.1]heptan-7-yl)acetyl)-2-methyl-1H-pyrrol-1-yl)benzonitrile